N(O)=C(CCCC(C)OC(C)=O)C 6-oximino-2-acetoxyheptane